bis-ethylcresylphenol C(C)C1=C(C(=C(C=C1)O)C1=CC=C(C=C1)C)CC